C(CCCCCCC)(=O)OC(C)(C)CC tert-amyl n-octanoate